NC1=C(C(N(C2=CC(=CC=C12)C)C1=CC=CC=C1)=O)C#N 4-amino-7-methyl-2-oxo-1-phenyl-1,2-dihydroquinolin-3-carbonitrile